3,4,8,9,13,14-hexachlorohexadecane ClC(CC)C(CCCC(C(CCCC(C(CC)Cl)Cl)Cl)Cl)Cl